BrC=1C=C(C=CC1F)S(=O)(=O)Cl 3-bromo-4-fluoro-benzenesulfonyl chloride